2-(dibenzofuran-4-yl)-2,2-difluoroacetate C1=CC=C(C=2OC3=C(C21)C=CC=C3)C(C(=O)[O-])(F)F